3,4-dihydro-7-(4-chlorobutoxy)-2(1H)-quinolinone ClCCCCOC1=CC=C2CCC(NC2=C1)=O